(2r,5s)-2-(2,3-dichloro-6-methoxyphenyl)-5-(hydroxymethyl)pyrrolidine-1-carboxylic acid tert-butyl ester C(C)(C)(C)OC(=O)N1[C@H](CC[C@H]1CO)C1=C(C(=CC=C1OC)Cl)Cl